C(C)(C)(C)OC(=O)NC1=C(C=2N(C=N1)N=CC2C(=O)O)OC 5-((Tert-butoxycarbonyl)amino)-4-methoxypyrazolo[1,5-c]pyrimidine-3-carboxylic acid